5-((5-(2,3-Difluoro-6-(((1R,3R)-3-(methylamino)cyclopentyl)oxy)phenyl)-1H-pyrazol-3-yl)amino)pyrazine-2-carbonitrile formic acid salt C(=O)O.FC1=C(C(=CC=C1F)O[C@H]1C[C@@H](CC1)NC)C1=CC(=NN1)NC=1N=CC(=NC1)C#N